O1CC(C1)C1(C(C=CC=C1)N)N 1-(oxetan-3-yl)benzene-1,2-diamine